OC(CC(=O)N[C@@H](CS)C(=O)O)C N-(3-hydroxy-1-oxobutyl)-L-cysteine